(5-amino-2-chlorophenyl)-boronic acid hydrochloride Cl.NC=1C=CC(=C(C1)B(O)O)Cl